disodium L-(+)-tartrate dihydrate O.O.C(=O)([O-])[C@H](O)[C@@H](O)C(=O)[O-].[Na+].[Na+]